C(C)C(COC(C=C(C1=CC=CC=C1)C1=CC=CC=C1)=O)CCCC 3,3-diphenyl-acrylic acid-2-ethylhexyl ester